ClC=1C=C2C(=C(C=NC2=CC1)S(=O)(=O)N1CCS(CC1)(=O)=O)NC1=C(C(=O)O)C=CC=C1 2-[[6-chloro-3-[(1,1-dioxo-1,4-thiazinan-4-yl)sulfonyl]-4-quinolyl]amino]benzoic acid